N6-[(2R)-2-amino-2-phenyl-ethyl]-1-methyl-N4-(2,2,2-trifluoro-1,1-dimethyl-ethyl)pyrazolo[3,4-d]pyrimidine-4,6-diamine N[C@@H](CNC1=NC(=C2C(=N1)N(N=C2)C)NC(C(F)(F)F)(C)C)C2=CC=CC=C2